dimethylamine HCl Cl.CNC